4-(aminomethyl)-6-(1-methyl-3-(trifluoromethyl)-1H-pyrazol-4-yl)phthalazin-1(2H)-one NCC1=NNC(C2=CC=C(C=C12)C=1C(=NN(C1)C)C(F)(F)F)=O